2-[(4-fluorophenyl)methyl]-2-azaspiro[3.3]heptan-6-yl (2R,6S)-2,6-dimethyl-4-[5-(trifluoromethyl)pyrazin-2-yl]piperazine-1-carboxylate C[C@H]1N([C@H](CN(C1)C1=NC=C(N=C1)C(F)(F)F)C)C(=O)OC1CC2(CN(C2)CC2=CC=C(C=C2)F)C1